C1=CC=CC=2C3=CC=CC=C3C(C12)=NC(COCC#N)C1=CC=CC=C1 (2-((9H-fluoren-9-ylidene)amino)-2-phenylethoxy)acetonitrile